4-(5-((6-(3,5-dichloro-phenyl)-4-((4-(((ethoxy-carbonyl)amino)methyl)piperidin-1-yl)methyl)pyridin-2-yl)oxy)pyrimidin-2-yl)piperazin ClC=1C=C(C=C(C1)Cl)C1=CC(=CC(=N1)OC=1C=NC(=NC1)N1CCNCC1)CN1CCC(CC1)CNC(=O)OCC